NC=1C=CC(=C(OCCC)C1)N1CCC(CC1)N1CCN(CC1)C 3-(5-amino-2-(4-(4-methylpiperazin-1-yl)piperidin-1-yl)phenoxy)propan